2-bromo-5-methyl-6,7-dihydro-5H-benzothiophen-4-one BrC=1SC2=C(C1)C(C(CC2)C)=O